OC(C)(P(O)(=O)O)P(O)(=O)O 1-hydroxy-ethane-1,1-diphosphonic acid